FC1=C2C=CNC2=C(C=C1F)C=1[C@H](N(C[C@@H](C1)C)C)CO ((2S,5R)-3-(4,5-difluoro-1H-indol-7-yl)-1,5-dimethyl-1,2,5,6-tetrahydropyridin-2-yl)methanol